N=1CC=CC2=CC(N=CC12)=O [1,7]naphthyridin-6(2H)-one